BrC1=CC=C(CN(C)CC=2C=C(C=CC2C)C(CC(=O)[O-])C2=C(C3=C(N(N=N3)C)C=C2)C)C=C1.[NH4+] Ammonium 3-(3-(((4-bromobenzyl)(methyl) amino)methyl)-4-methylphenyl)-3-(1,4-dimethyl-1H-benzo[d][1,2,3]triazol-5-yl)propanoate